N-(3-methoxy-2-methylphenyl)carboxamide COC=1C(=C(C=CC1)NC=O)C